((2S,5R)-5-((N-(Cyclopropylmethyl)sulfamoyl)amino)tetrahydro-2H-pyran-2-yl)methyl-4-methylbenzenesulfonate C1(CC1)CNS(=O)(=O)N[C@@H]1CC[C@H](OC1)COS(=O)(=O)C1=CC=C(C=C1)C